ClC1=C2C(=NC=C1)NC(=C2C=2C=CC(=C(C2)NC(\C=C\CN(C)C)=O)C)C2=CC=C(C=C2)N2CCN(CC2)C (E)-N-(5-(4-chloro-2-(4-(4-methylpiperazin-1-yl)phenyl)-1H-pyrrolo[2,3-b]pyridin-3-yl)-2-methylphenyl)-4-(dimethylamino)but-2-enamide